propyl 2-methyl-4-(3-{[7-(1-methyl-1H-pyrazol-4-yl) isoquinolin-1-yl] amino} propionylamino)-1H-imidazole-1-carboxylate CC=1N(C=C(N1)NC(CCNC1=NC=CC2=CC=C(C=C12)C=1C=NN(C1)C)=O)C(=O)OCCC